COC=1C=C(C=CC1C1(CC(=C(C2=CC=CC=C12)N)\N=N\[H])C(=O)O)C1=CC(=C(C=C1)C1(CC(=C(C2=CC=CC=C12)N)\N=N\[H])C(=O)O)OC 1,1'-(3,3'-dimethoxy[1,1'-biphenyl]-4,4'-diyl)bis{4-amino-3-[(E)-diazenyl]naphthalene-1-carboxylic acid}